2-methoxy-2-(2,2,7-trifluoro-3-oxo-6-(perfluorophenyl)-2,3-dihydro-47Z-benzo[b][1,4]oxazin-4-yl)acetate COC(C(=O)[O-])N1C2=C(OC(C1=O)(F)F)C=C(C(=C2)C2=C(C(=C(C(=C2F)F)F)F)F)F